CCCCCCCC/C=C\CCCCCCCCCC(=O)O[C@H](COC(=O)CCCCCCC/C=C\CCCCCCCC)COP(=O)([O-])OCC[N+](C)(C)C 1-(9Z-octadecenoyl)-2-(11Z-eicosenoyl)-glycero-3-phosphocholine